2-[(Rac)-1H-benzimidazol-2-yl-(5-fluoro-2-hydroxy-phenyl)methyl]-6-[4-(1-methyl-4-piperidinyl)-phenyl]isoquinolin-1-one dihydrochloride Cl.Cl.N1C(=NC2=C1C=CC=C2)[C@H](N2C(C1=CC=C(C=C1C=C2)C2=CC=C(C=C2)C2CCN(CC2)C)=O)C2=C(C=CC(=C2)F)O |r|